CC(CCCCCCCC)=O decan-2-one